(4-cyclopropyl-2-(ethoxymethoxy)phenyl)boric acid C1(CC1)C1=CC(=C(C=C1)OB(O)O)OCOCC